FC1=C(C=CC(=C1)F)CN(C(NCC1=CC=C(C=C1)OC(C)C)=O)C1C[C@H]2CC[C@@H](C1)N2C 3-[(2,4-difluorophenyl)methyl]-3-[(1r,3r,5s)-8-methyl-8-azabicyclo[3.2.1]oct-3-yl]-1-{[4-(propan-2-yloxy)phenyl]methyl}urea